C12CC(CC(CC1)O2)NC(C2=NC(=CC(=C2)C)N2C=NC=C2)=O N-(8-oxabicyclo[3.2.1]octan-3-yl)-6-(1H-imidazol-1-yl)-4-methylpicolinamide